2-hydroxy-4-methoxy-6-(4-hydroxyphenylethyl)benzoic acid OC1=C(C(=O)O)C(=CC(=C1)OC)CCC1=CC=C(C=C1)O